NC1CCC(CC1)CC(C)(C)NC[C@H](O)C1=CC(=CC=C1)F (R)-2-((1-((1r,4R)-4-aminocyclohexyl)-2-methylpropan-2-yl)amino)-1-(3-fluorophenyl)ethan-1-ol